N1=CC=CC=2CN(CCC12)C1=C(C=C(C=N1)C(=O)NC12CC(C1)(C2)F)C 6-(7,8-dihydro-5H-1,6-naphthyridin-6-yl)-N-(3-fluoro-1-bicyclo[1.1.1]pentanyl)-5-methyl-pyridine-3-carboxamide